(S)-2-((4-(6-((2,4-Dichlorobenzofuran-7-yl)methoxy)pyridin-2-yl)piperidin-1-yl)methyl)-1-(oxetane-2-ylmethyl)-1H-benzene ClC=1OC2=C(C1)C(=CC=C2COC2=CC=CC(=N2)C2CCN(CC2)CC2[C@H](C=CC=C2)CC2OCC2)Cl